C(C1=CC=CC=C1)O[C@H]1[C@@H](CCC1)N(C(C#CC(SC)=O)(C)C)C S-methyl 4-(((1R,2R)-2-(benzyloxy) cyclopentyl) (methyl) amino)-4-methylpent-2-ynethioate